4-methylpyrimidin-5-yl methanesulfonate CS(=O)(=O)OC=1C(=NC=NC1)C